NCC1CN(C1)C1=NC(=NC2=CC=C(C=C12)C)N1CCS(C2=C(C1)C=CC=C2)=NC2CC2 4-(4-(3-(aminomethyl)azetidin-1-yl)-6-methylquinazolin-2-yl)-1-(cyclopropylimino)-2,3,4,5-tetrahydro-benzo[f][1,4]thiazepine